4-(4-methoxybenzyl)-5-oxo-2,3,4,5-tetrahydrofurano[3,2-b]pyridin-7-yl trifluoromethanesulfonate FC(S(=O)(=O)OC=1C2=C(N(C(C1)=O)CC1=CC=C(C=C1)OC)CCO2)(F)F